N1N=CC=2C1=NC=C(C2)N2CCC(CC2)N(C(=O)NC2=CC(=CC(=C2)C(F)(F)F)C)C 1-(1-(1H-pyrazolo[3,4-b]pyridin-5-yl)piperidin-4-yl)-1-methyl-3-(3-methyl-5-(trifluoromethyl)phenyl)urea